(3r,5r)-3-(((tert-butyldiphenylsilyl)oxy)methyl)-5-methylmorpholine [Si](C1=CC=CC=C1)(C1=CC=CC=C1)(C(C)(C)C)OC[C@@H]1N[C@@H](COC1)C